fluoro-pyridine-carbohydrazide FC=1C(=NC=CC1)C(=O)NN